methyl-butene sodium [Na].CC=CCC